bromo-1-fluoro-3-methyl-2-nitrobenzene BrC1=C(C(=C(C=C1)F)[N+](=O)[O-])C